OC1=CC=C(C=C1)/C=C/C(=O)C1=CC=C(C=C1)NC(C(CC)(C)C)=O N-[4-[(E)-3-(4-Hydroxyphenyl)prop-2-enoyl]phenyl]-2,2-dimethylbutanamide